1-[3-[4-[3-[3-amino-6-(2-hydroxyphenyl)pyridazin-4-yl]-3,8-diazabicyclo[3.2.1]oct-8-yl]-2-pyridinyl]prop-2-ynyl]-3-methyl-pyrrolidin-3-ol NC=1N=NC(=CC1N1CC2CCC(C1)N2C2=CC(=NC=C2)C#CCN2CC(CC2)(O)C)C2=C(C=CC=C2)O